CC1=NC(=CC(=N1)N1N=CC2=CC=C(C=C12)[C@]1(CC12CC2)C#N)N2CC1(C2)CN(C1)CC(F)(F)F |o1:16| (R or S)-1-(1-(2-methyl-6-(6-(2,2,2-trifluoroethyl)-2,6-diazaspiro[3.3]heptan-2-yl)pyrimidin-4-yl)-1H-indazol-6-yl)spiro[2.2]pentane-1-carbonitrile